4-((5-(4-bromophenyl)pyridin-2-yl)thio)-1H-1,2,3-triazole-5-carboxylic acid 2,2,2-trifluoroacetate FC(C(=O)O)(F)F.BrC1=CC=C(C=C1)C=1C=CC(=NC1)SC=1N=NNC1C(=O)O